N-(4-(chlorodifluoromethoxy)phenyl)-1-(3-(chloromethyl)cyclobutyl)-7-(1H-pyrazol-3-yl)indoline-5-carboxamide ClC(OC1=CC=C(C=C1)NC(=O)C=1C=C2CCN(C2=C(C1)C1=NNC=C1)C1CC(C1)CCl)(F)F